(S)-1-(2-fluoro-4-(2-methylpyridin-4-yl)phenoxy)-2,4-dimethylpentan-2-amine FC1=C(OC[C@](CC(C)C)(N)C)C=CC(=C1)C1=CC(=NC=C1)C